7-[1-[2-(4-Cyclopropylanilino)-2-oxoethyl]pyrazol-4-yl]-[1,2,4]triazolo[1,5-a]pyridine-2-carboxamide C1(CC1)C1=CC=C(NC(CN2N=CC(=C2)C2=CC=3N(C=C2)N=C(N3)C(=O)N)=O)C=C1